C1(=CC=C(C=C1)C1=CC(=NC(=C1)C1=CC(=CC=C1)C#N)C1=CC(=CC=C1)C#N)C1=CC=CC=C1 4-([1,1'-biphenyl]-4-yl)-2,6-bis(3-cyanophenyl)pyridine